methyl 8-bromo-9-(4-(1-(3-fluoropropyl)azetidine-3-carbonyl)phenyl)-6,7-dihydro-5H-benzo[7]annulene-3-carboxylate BrC=1CCCC2=C(C1C1=CC=C(C=C1)C(=O)C1CN(C1)CCCF)C=CC(=C2)C(=O)OC